1-(4-bromo-2-fluorophenyl)-3-{4-[2-(3-fluoro-4-hydroxyphenyl)ethyl]-4-methyl-2,5-dioxoimidazolidin-1-yl}urea BrC1=CC(=C(C=C1)NC(=O)NN1C(NC(C1=O)(C)CCC1=CC(=C(C=C1)O)F)=O)F